ClC=1C=C(C=CC1)C1OCN=C(N1)C1=CC=CC=C1 (3-chlorophenyl)-4-phenyl-3,6-dihydro-2H-1,3,5-oxadiazine